COCCOCCN([C@H](C(=O)OCC)CCCNC(=N)N)CCOCCOC (S)-ethyl 2-(bis(2-(2-methoxyethoxy)ethyl)amino)-5-guanidinopentanoate